2-chloro-4-(8-(4-(4-(1-(1-(2-(2,6-dioxopiperidin-3-yl)-1,3-dioxoisoindolin-5-yl)azetidin-3-yl)piperidin-4-yl)piperazin-1-yl)benzoyl)-2,8-diazaspiro[4.5]decan-2-yl)benzonitrile ClC1=C(C#N)C=CC(=C1)N1CC2(CC1)CCN(CC2)C(C2=CC=C(C=C2)N2CCN(CC2)C2CCN(CC2)C2CN(C2)C=2C=C1C(N(C(C1=CC2)=O)C2C(NC(CC2)=O)=O)=O)=O